NC=1C2=C(N=CN1)N(C(=C2C(=O)NC2=CC=C(C=C2)COC)OCC2CCCC2)C2(CC2)C 4-amino-6-(cyclopentylmethoxy)-N-(4-(methoxymethyl)phenyl)-7-(1-methylcyclopropyl)-7H-pyrrolo[2,3-d]pyrimidine-5-carboxamide